FC1=CC=C(C=C1)N1N=CC2=CC(=C(C=C12)C)C1N(CCNC1)CC1CC(C1)OC 1-(4-fluorophenyl)-5-(1-((3-methoxycyclobutyl)methyl)piperazin-2-yl)-6-methyl-1H-indazole